C(C)OC=1C=C(C=2N(C1)N=C1C2C=NN1)C=1C=CC(=NC1)N1C[C@H]([C@H](CC1)NS(=O)(=O)C1=C(C=CC=C1F)F)O N-((3R,4S)-1-(5-(6-ethoxy-1H-pyrazolo[3',4':3,4]pyrazolo[1,5-a]pyridin-4-yl)pyridin-2-yl)-3-hydroxypiperidin-4-yl)-2,6-difluorobenzenesulfonamide